(3S,6S)-4-benzyl-6-hydroxy-3-isobutyl-1,4-diazepan-2-one C(C1=CC=CC=C1)N1[C@H](C(NC[C@@H](C1)O)=O)CC(C)C